CC(CCCC)=O n-hexanone